bis-(2-hydroxyethyl)dodecylamine oxide OCC[N+](CCCCCCCCCCCC)(CCO)[O-]